2-(4-bromobenzyl)1,3-indenedione BrC1=CC=C(CC2C(C3=CC=CC=C3C2=O)=O)C=C1